C1(CC1)C[C@@H]1N(CC=2C3=C(C=CC2[C@H]1C1=C(C=C(C=C1F)NC1CN(C1)CCCF)F)NN=C3)C N-(4-((6S,7S)-7-Cyclopropylmethyl-8-methyl-6,7,8,9-tetrahydro-3H-pyrazolo[3,4-h]isochinolin-6-yl)-3,5-Difluorophenyl)-1-(3-fluoropropyl)azetidin-3-amin